C(C1=CC=CC=C1)OC(=O)N[C@H](C(=O)OCC1=CC=CC=C1)CCI benzyl (S)-2-(((benzyloxy) carbonyl) amino)-4-iodobutyrate